N[C@H](CC1=C(C=2N=C(N=C(C2S1)NCC=1OC=CC1)CC)C)C 6-[(2S)-2-aminopropyl]-2-ethyl-N-[(furan-2-yl)methyl]-7-methylthieno[3,2-d]pyrimidin-4-amine